N-(8-chloroquinolin-5-yl)-4-((1S,4S)-5-methyl-2,5-diazabicyclo[2.2.1]heptan-2-yl)benzamide ClC=1C=CC(=C2C=CC=NC12)NC(C1=CC=C(C=C1)N1[C@@H]2CN([C@H](C1)C2)C)=O